CC=1C=C(C(=O)OC2=C(C=C(C=C2)Br)/C=N/C2=C(C(=CC=C2)Cl)Cl)C=CC1 (E)-4-bromo-2-((2,3-dichlorophenylimino)methyl)phenyl 3-methylbenzoate